3-[(3-propoxypropyl)amino]propanesulfonic acid C(CC)OCCCNCCCS(=O)(=O)O